cobalt-nickel butadiene C=CC=C.[Ni].[Co]